3-({[(3S)-1-(6-aminopyridin-3-yl)piperidin-3-yl][(2-methylpyridin-4-yl)methyl]amino}methyl)-6,7-difluoro-1-(propan-2-yl)-1,4-dihydroquinolin-4-one hydrochloride Cl.NC1=CC=C(C=N1)N1C[C@H](CCC1)N(CC1=CC(=NC=C1)C)CC1=CN(C2=CC(=C(C=C2C1=O)F)F)C(C)C